methyl 5-(3-(benzyloxy)-1-hydroxycyclobutyl)-6-methoxynicotinate C(C1=CC=CC=C1)OC1CC(C1)(O)C=1C(=NC=C(C(=O)OC)C1)OC